C(=O)C=1C(=NC=CC1)SC1=C(C=C(C=C1C(F)(F)F)C1=CC=CC=C1)CNC(O)=O N-({2-[(3-formylpyridin-2-yl)sulfanyl]-5-phenyl-3-(trifluoromethyl)phenyl}methyl)carbamic acid